C(C)(C)(C)OC(=O)N[C@@H](C)C1=CC(=C(C(=O)OC)C=C1)CO methyl (S)-4-(1-((tert-butoxycarbonyl)amino)ethyl)-2-(hydroxymethyl)benzoate